tert-butyl 4-((4-(3-(2-(2,6-dioxopiperidin-3-yl)-1-oxoisoindolin-5-yl)prop-2-yn-1-yl)piperazin-1-yl)methyl)piperidine-1-carboxylate O=C1NC(CCC1N1C(C2=CC=C(C=C2C1)C#CCN1CCN(CC1)CC1CCN(CC1)C(=O)OC(C)(C)C)=O)=O